N-octanoyl-tyrosine C(CCCCCCC)(=O)N[C@@H](CC1=CC=C(C=C1)O)C(=O)O